6-(ALLYLOXY)HEXYL ACRYLATE C(C=C)(=O)OCCCCCCOCC=C